benzotriazole-1-yl-oxytripyrrolidinophosphine hexafluorophosphate F[P-](F)(F)(F)(F)F.N1(N=NC2=C1C=CC=C2)OC2N(CCC2)P(N2CCCC2)N2CCCC2